6-ethyl-5-[ethyl(methyl)amino]pyrazine C(C)C1=C(N=CC=N1)N(C)CC